1-(6-(4-((1-(2-bromo-5-methoxy-4-nitrophenyl)piperidin-4-yl)methyl)piperazin-1-yl)-5-fluoro-1-methyl-1H-indazol-3-yl)dihydropyrimidine-2,4(1H,3H)-dione BrC1=C(C=C(C(=C1)[N+](=O)[O-])OC)N1CCC(CC1)CN1CCN(CC1)C1=C(C=C2C(=NN(C2=C1)C)N1C(NC(CC1)=O)=O)F